(R)-4-((2-Hydroxyethyl)sulfonamido)-N-(2-(3-hydroxypiperidin-1-yl)-6-methylpyrimidin-4-yl)-2-(6-azaspiro[2.5]octan-6-yl)benzamide OCCS(=O)(=O)NC1=CC(=C(C(=O)NC2=NC(=NC(=C2)C)N2C[C@@H](CCC2)O)C=C1)N1CCC2(CC2)CC1